C(O)([O-])=O.CC(CC)(C)N1C=[N+](C=C1)C(CC)(C)C 1,3-bis(1,1-dimethylpropyl)imidazolium hydrogen carbonate